C(=O)N1C=2C(NC(=NC2NCC1CNC1=CC=C(C(N[C@@H](CCC(=O)[O-])C(=O)O)=O)C=C1)N)=O L-5-formyl-tetrahydrofolate